ClC=1C(=CC=C2N=CC(=NC12)C=1C=NN(C1)C1C[C@H]2CC[C@@H](C1)N2C)OC=2C=CC1=C(NC(=N1)C)C2 8-chloro-7-((2-methyl-1H-benzo[d]imidazol-6-yl)oxy)-2-(1-((1R,3s,5S)-8-methyl-8-azabicyclo[3.2.1]octan-3-yl)-1H-pyrazol-4-yl)quinoxaline